FC(CN1N=C(C=2C1=NC(=CN2)N2C(C1(CN(C1)C1=CC(=NC=C1)C(F)(F)F)CC2)=O)C)F 6-(1-(2,2-difluoroethyl)-3-methyl-1H-pyrazolo[3,4-b]pyrazin-6-yl)-2-(2-(trifluoromethyl)pyridin-4-yl)-2,6-diazaspiro[3.4]octan-5-one